ClC1=C(OCC2=NC=CC(=C2)OC2CCN(CC2)CC2=NC3=C(N2CC2=CC=NO2)C=C(C=C3)C(=O)O)C=CC(=C1)Cl 2-{[4-({2-[(2,4-dichlorophenoxy)methyl]pyridin-4-yl}oxy)piperidin-1-yl]methyl}-1-[(1,2-oxazol-5-yl)methyl]-1H-1,3-benzodiazole-6-carboxylic acid